4-[(2R,5S)-5-methyl-2-piperidyl]pyridine C[C@H]1CC[C@@H](NC1)C1=CC=NC=C1